sulfonyl-benzothioxazole S(=O)(=O)=S1ONC2=C1C=CC=C2